ClC1=NC=NC2=CC(=C(C=C12)O)O 4-chloroquinazoline-6,7-diol